2-(4-Fluorobenzyl)-3-hydroxy-N-(4-hydroxyphenyl)-N-phenylpropionamide FC1=CC=C(CC(C(=O)N(C2=CC=CC=C2)C2=CC=C(C=C2)O)CO)C=C1